C(C)(C)(C)OC(=O)N1CC2(CC(C2)OC2=CC(=C3C(=N2)C(=CS3)C(NC)=O)C(F)(F)F)CC1 (2r,4s)-2-((3-(methylcarbamoyl)-7-(trifluoromethyl)thieno[3,2-b]pyridin-5-yl)oxy)-6-azaspiro[3.4]octane-6-carboxylic acid tert-butyl ester